cyclohexyl-(dimethoxy)methyl-silane C1(CCCCC1)[SiH2]C(OC)OC